C(CCC)C1=CC=C(C(=O)NC2=CC(=CC=C2)S(NC2=CC(=CC=C2)C2C(NC(CC2)=O)=O)(=O)=O)C=C1 4-butyl-N-(3-(N-(3-(2,6-dioxopiperidin-3-yl)phenyl)sulfamoyl)phenyl)benzamide